diphenyl-(6-(pyrrolidin-1-yl)pyrene-1-yl)phosphorus oxide C1(=CC=CC=C1)P(C1=CC=C2C=CC3=C(C=CC4=CC=C1C2=C34)N3CCCC3)(C3=CC=CC=C3)=O